(1R,2R)-1-amino-2-(difluoromethyl)-N-(1-methylcyclopropylsulfonyl)cyclopropanecarboxamide hydrochloride Cl.N[C@]1([C@@H](C1)C(F)F)C(=O)NS(=O)(=O)C1(CC1)C